(3aS,4R,9bS)-3a-hydroxy-12-methyl-1,2,3,3a,4,5-hexahydro-4,9b-(epiminoethano)cyclopenta[a]naphthalene-8-carboxylic acid O[C@@]12[C@@]3(C4=CC(=CC=C4C[C@H]1N(CC3)C)C(=O)O)CCC2